NC1=NC(=C2C(=N1)N(N=C2)CCCOC2=CC=C(C(=O)NC1=C(C=CC=C1)N)C=C2)C=2OC=CC2 4-(3-(6-amino-4-(furan-2-yl)-1H-pyrazolo[3,4-d]pyrimidin-1-yl)propoxy)-N-(2-aminophenyl)benzamide